ClC1=NC(=C2N=CN(C2=N1)C(C)C)NCC1=C(C=CC=C1)N1N=CC(=C1)N(C)C 2-chloro-N-(2-(4-(dimethylamino)-1H-pyrazol-1-yl)benzyl)-9-isopropyl-9H-purin-6-amine